FC1=C(C(=CC(=C1)C1CN(CCC1)C)O)N1CC(NS1(=O)=O)=O 5-(2-fluoro-6-hydroxy-4-(1-methylpiperidin-3-yl)phenyl)-1,2,5-thiadiazolidin-3-one 1,1-dioxide